4-(trimethylsilyl)-N,N-bis[4-(trimethylsilyl)phenyl]aniline C[Si](C1=CC=C(N(C2=CC=C(C=C2)[Si](C)(C)C)C2=CC=C(C=C2)[Si](C)(C)C)C=C1)(C)C